NC1CCN(CC1)C1CCN(CC1)C(=O)OC(C)(C)C tert-butyl 4-amino-[1,4'-bipiperidine]-1'-carboxylate